C(C1=CC=CC=C1)N1C=CC2=C(C=CC=C12)CN(C(OC(C)(C)C)=O)CCOCC1CCNCC1 tert-butyl ((1-benzyl-1H-indol-4-yl)methyl)(2-(piperidin-4-ylmethoxy)ethyl)carbamate